(2S,3R)-3-((tert-butyldimethylsilyl)oxy)-2-(cyclopentyloxy)-3-(3-methoxy-4-methylphenyl)propyl methanesulfonate CS(=O)(=O)OC[C@@H]([C@@H](C1=CC(=C(C=C1)C)OC)O[Si](C)(C)C(C)(C)C)OC1CCCC1